DL-β-phenylserine C1=CC=C(C=C1)C(C(C(=O)O)N)O